OC(C=1C=CC=C(C=O)C1)C1=CC=C(C=C1)C 5-(hydroxy(p-tolyl)methyl)benzaldehyde